C(C)(C)NCC(COC1=CC=C(C=C1)CCOCC1CC1)O 1-isopropylamino-3-(4-(2-cyclopropylmethoxyethyl)phenoxy)-2-propanol